N1-(6-(4-Isopropyl-4H-1,2,4-triazol-3-yl)pyridin-2-yl)-N3-(pyridazin-4-yl)isophthalamide C(C)(C)N1C(=NN=C1)C1=CC=CC(=N1)NC(C1=CC(C(=O)NC2=CN=NC=C2)=CC=C1)=O